C(C=C)(=O)NC=1SC(=CN1)CN1CCC(CC1)C(=O)NC1=CC=C(C=C1)Cl 1-((2-acrylamidothiazol-5-yl)methyl)-N-(4-chlorophenyl)piperidine-4-carboxamide